2-((2-acetyl-1-hydroxy-1,2-dihydrobenzo[d][1,2,3]diazaborinin-7-yl)oxy)acetate C(C)(=O)N1N=CC2=C(B1O)C=C(C=C2)OCC(=O)[O-]